heptafluorobutyric acid amide FC(C(C(C(=O)N)(F)F)(F)F)(F)F